Cl.ClC=1C=CC(=C(CN2C[C@@H](CC2)CN)C1)OCC(C)C (S)-(1-(5-chloro-2-isobutoxybenzyl)pyrrolidin-3-yl)methanamine hydrochloride